5-(2,4,5-trifluoro-3-hydroxyphenyl)isoxazole-3-carboxylic acid ethyl ester C(C)OC(=O)C1=NOC(=C1)C1=C(C(=C(C(=C1)F)F)O)F